BrC1=CC(=C(C=C1)SN(C)C)C 4-bromo-N,N,2-trimethylbenzenesulfenamide